BrC1=NC(=CC=C1NC(OC(C)(C)C)=O)Cl tert-butyl (2-bromo-6-chloropyridin-3-yl)carbamate